NC([C@H](CCCNC(OCC1C2=CC=CC=C2C=2C=CC=CC12)=O)NC(=O)[C@H]1NCCC1)=O (9H-fluoren-9-yl)methyl ((S)-5-amino-5-oxo-4-((s)-pyrrolidine-2-carboxamido)pentyl)carbamate